(+/-)-(1S,3S)-3-(4-(5-(((cyclopentyloxy)carbonyl)(methyl)amino)-1-methyl-1H-1,2,3-triazol-4-yl)phenoxy)cyclohexane-1-carboxylic acid C1(CCCC1)OC(=O)N(C1=C(N=NN1C)C1=CC=C(O[C@@H]2C[C@H](CCC2)C(=O)O)C=C1)C |r|